C1C(CN1C(=O)OCC2=CC=CC=C2)C(=O)O N-Cbz-azetidine-3-carboxylic acid